OCCOCCOCCOCCOCCOCCNC(OC(C)(C)C)=O TERT-BUTYL N-[2-[2-[2-[2-[2-(2-HYDROXYETHOXY)ETHOXY]ETHOXY]ETHOXY]ETHOXY]ETHYL]CARBAMATE